1-(4-(2-fluoro-6-methylbenzyl)-3,4-dihydro-2H-benzo[b][1,4]thiazin-7-yl)-3-(1H-indol-3-yl)urea FC1=C(CN2C3=C(SCC2)C=C(C=C3)NC(=O)NC3=CNC2=CC=CC=C32)C(=CC=C1)C